(S)-2-(N-((2'-(1H-tetrazol-5-yl)-[1,1'-biphenyl]-4-yl)methyl)pentanamido)-3-azido-3-methylbutanoic acid N1N=NN=C1C1=C(C=CC=C1)C1=CC=C(C=C1)CN(C(CCCC)=O)[C@H](C(=O)O)C(C)(C)N=[N+]=[N-]